C(C1CO1)OCC[Si](OC)(OC)C (2-glycidyloxyethyl)methyldimethoxysilane